FC=1C=C(C=CC1)[C@H]1[C@@H](CN(C1)CCOC)NC(NC1=C(C(=NN1C1=CC=CC=C1)C=1C=NC(=NC1)N1CCN(CC1)C(=O)OC(C)(C)C)C)=O tert-butyl 4-(5-(5-(3-((3S,4R)-4-(3-fluorophenyl)-1-(2-methoxyethyl)pyrrolidin-3-yl)ureido)-4-methyl-1-phenyl-1H-pyrazol-3-yl)pyrimidin-2-yl)piperazine-1-carboxylate